5-chloro-N-((4,5-dimethylthiazol-2-yl)(m-chlorophenyl)methyl)-3-methyl-1-phenyl-1H-pyrazole-4-carboxamide ClC1=C(C(=NN1C1=CC=CC=C1)C)C(=O)NC(C1=CC(=CC=C1)Cl)C=1SC(=C(N1)C)C